methyl 2-(4-bromo-3-fluoro-2-nitro-anilino)propanoate BrC1=C(C(=C(NC(C(=O)OC)C)C=C1)[N+](=O)[O-])F